ClC=1C=C2C(=CNC2=CC1)CCCNS(=O)(=O)C1=CC=C(C2=CC=CC=C12)OCCCN1CCN(CC1)C N-(3-(5-chloro-1H-indol-3-yl)propyl)-4-(3-(4-methylpiperazin-1-yl)propoxy)naphthalene-1-sulphonamide